ClC(CCCl)OP(=O)([O-])[O-] (1,3-dichloropropyl)-phosphat